CC=1C=C(N=NC1N[C@@H]1CN(CCC1)C)C1=C(C=C(C=C1)C(F)(F)F)O (S)-2-(5-methyl-6-((1-methylpiperidin-3-yl)amino)pyridazin-3-yl)-5-(trifluoromethyl)phenol